ClC1=C(C(=CC(=C1)F)F)C#CC1=NNC2=NC=CC=C21 3-((2-chloro-4,6-difluorophenyl)ethynyl)-1H-pyrazolo[3,4-b]Pyridine